(2R,3S,5R)-5-(4-amino-2-chloro-7H-pyrrolo[2,3-d]pyrimidin-7-yl)-2-(((tert-butyldimethylsilyl)oxy)methyl)-2-ethynyltetrahydrofuran-3-yl isopropyl carbonate C(O[C@@H]1[C@@](O[C@H](C1)N1C=CC2=C1N=C(N=C2N)Cl)(C#C)CO[Si](C)(C)C(C)(C)C)(OC(C)C)=O